COC1=C(C(=CC=C1)OC)N1C(=NC=2C1=NC(=CN2)NS(=O)(=O)[C@@H]2C[C@@H](C2)O)C2=NC(=CC=C2)OCC cis-N-(1-(2,6-dimethoxyphenyl)-2-(6-ethoxypyridin-2-yl)-1H-imidazo[4,5-b]pyrazin-6-yl)-3-hydroxycyclobutane-1-sulfonamide